CC1=CC=C(C(=N1)C(=O)O)NC(C)C=1C=C(C=C2C(N(C=3N(C12)C=NC3C)C)=O)C 6-Methyl-3-((1-(3,4,7-trimethyl-5-oxo-4,5-dihydroimidazo[1,5-a]quinazolin-9-yl)ethyl)amino)picolinic acid